C[Si](C=CC1=CC=CC=C1)(C1=CC=CC=C1)C Dimethyl-(phenyl)(styryl)silane